1-(3-(4'-Chloro-1',2'-dihydrospiro[cyclopropane-1,3'-pyrrolo[2,3-b]pyridin]-5'-yl)phenyl)imidazolidin-2-one ClC1=C2C(=NC=C1C=1C=C(C=CC1)N1C(NCC1)=O)NCC21CC1